ClC1=C(C=C(C=C1)Cl)NC1=CC=C(C=C1)N 2,5-dichlorophenyl-p-phenylenediamine